FC1=C(C=CC(=N1)O)C1=C(C2=C(CCC1)C=C(C=C2)O)C2=CC=C(C=C2)O[C@@H]2CN(CC2)CCCF 6-fluoro-5-[5-[4-[(3S)-1-(3-fluoropropyl)pyrrolidin-3-yl]oxyphenyl]-2-hydroxy-8,9-dihydro-7H-benzo[7]annulen-6-yl]pyridin-2-ol